(E)-2,4-difluoro-N-(2-methoxy-5-(4-(4-(4-oxopent-2-enoyl)piperazin-1-yl)quinazolin-6-yl)pyridin-3-yl)benzenesulfonamide FC1=C(C=CC(=C1)F)S(=O)(=O)NC=1C(=NC=C(C1)C=1C=C2C(=NC=NC2=CC1)N1CCN(CC1)C(\C=C\C(C)=O)=O)OC